COC1CN(C1)C=1C=CC=2N(C1)N=C(N2)NC2=CC(=NC=C2C(CC([2H])([2H])[2H])=O)NC(=O)C2CC2 N-[4-[[6-(3-methoxyazetidin-1-yl)-[1,2,4]triazolo[1,5-a]pyridin-2-yl]amino]-5-(3,3,3-trideuteriopropanoyl)-2-pyridyl]cyclopropanecarboxamide